((4-(6-(quinolin-5-ylmethoxy) pyridin-2-yl) piperidin-1-yl) methyl)-1H-benzo[d]imidazole-6-carboxylate N1=CC=CC2=C(C=CC=C12)COC1=CC=CC(=N1)C1CCN(CC1)COC(=O)C=1C=CC2=C(NC=N2)C1